3,5-dibutoxyhydroxybenzoic acid C(CCC)OC=1C(=C(C(=O)O)C=C(C1)OCCCC)O